5-bromo-2-(1-(4-cyanophenyl)-1H-pyrazol-3-yl)benzonitrile BrC=1C=CC(=C(C#N)C1)C1=NN(C=C1)C1=CC=C(C=C1)C#N